(3R)-1-ethylpyrrolidin-3-ol C(C)N1C[C@@H](CC1)O